dichroman [CH2-]CC[CH2-].[Cr].[Cr]